3-(((tert-butyldiphenylsilyl)oxy)methyl)azetidine trifluoroacetate salt FC(C(=O)O)(F)F.[Si](C1=CC=CC=C1)(C1=CC=CC=C1)(C(C)(C)C)OCC1CNC1